NC=1C(C(C1NCCC1CCN(CC1)C1=NC=NC2=CC(=C(C=C12)OC)OC)=O)=O 3-amino-4-((2-(1-(6,7-dimethoxyquinazolin-4-yl)piperidin-4-yl)ethyl)amino)cyclobutene-1,2-dione